C(CCCC)C(O)CN pentyl-monoethanolamine